1-[4-(2,3-Difluorophenyl)piperazin-1-yl]-2-{3-[(2R,6S)-2,6-dimethylmorpholin-4-carbonyl]-5,6-dihydrocyclopenta[c]pyrazol-1(4H)-yl}ethan-1-on FC1=C(C=CC=C1F)N1CCN(CC1)C(CN1N=C(C2=C1CCC2)C(=O)N2C[C@H](O[C@H](C2)C)C)=O